6-[3-(5-Carboxy-5-methylhexyl)-phenyl]-2,2-dimethylhexanoic acid C(=O)(O)C(CCCCC=1C=C(C=CC1)CCCCC(C(=O)O)(C)C)(C)C